BrCCOC=1C=C(C(=NC1)C1(CC1)S(=O)(=O)C)F 5-(2-bromoethoxy)-3-fluoro-2-(1-methanesulfonylcyclopropyl)pyridine